C(#N)CC(=O)NC=1N=C2N(N=C(C=C2)C=2C=C(C(=NC2)OC)C(=O)NCC2=C(C=CC(=C2)OC(F)(F)F)F)C1 5-[2-(2-cyanoacetamido)imidazo[1,2-b]pyridazin-6-yl]-N-{[2-fluoro-5-(trifluoromethoxy)phenyl]methyl}-2-methoxypyridine-3-carboxamide